benzyl (2-((S)-2-cyclohexyl-2-(1-methyl-1H-pyrazole-5-carboxamido)acetamido)-6-(methylcarbamoyl)-4,5,6,7-tetrahydrobenzo[b]thiophen-6-yl)carbamate C1(CCCCC1)[C@@H](C(=O)NC1=CC2=C(S1)CC(CC2)(C(NC)=O)NC(OCC2=CC=CC=C2)=O)NC(=O)C2=CC=NN2C